N1=NC(=CC=C1)C1=CC=C(C=C1)NC1=CC(=CC=C1)C=1NC2=C(C=NC(=C2)OC(F)(F)F)N1 N-(4-(pyridazin-3-yl)phenyl)-3-(6-(trifluoromethoxy)-1H-imidazo[4,5-c]pyridin-2-yl)aniline